tert-butyl ((1-(5-((3-benzyl-5-chloro-4-oxo-3,4-dihydroquinazolin-6-yl)thio)pyrazin-2-yl)-4-methylpiperidin-4-yl)methyl)carbamate C(C1=CC=CC=C1)N1C=NC2=CC=C(C(=C2C1=O)Cl)SC=1N=CC(=NC1)N1CCC(CC1)(C)CNC(OC(C)(C)C)=O